O=C1N(CC2=CC=CC=C12)C(C(=O)O)(CC(CF)=O)NC(CC)=O 1-oxoisoindolin-2-yl-propionamido-5-fluoro-4-oxopentanoic acid